tert-butyl-1-(7-(1,2,3,6-tetrahydropyridin-4-yl)imidazo[1,2-a]pyridin-3-yl)dihydropyrimidine-2,4(1H,3H)-dione C(C)(C)(C)N1C(N(CCC1=O)C1=CN=C2N1C=CC(=C2)C=2CCNCC2)=O